CON=C(C(=O)O)C=1C=NC=CC1 (Z)- and (E)-2-(methoxyimino)-2-(pyridin-3-yl)acetic Acid